azobis-(2-methoxybutyronitrile) N(=NC(C#N)(CC)OC)C(C#N)(CC)OC